alpha-vinyl-N-propanesulfonyl-pyridine C(=C)C(CC)S(=O)(=O)N1CC=CC=C1